C1(CCCC1)C1=C(C=C(COC2=CC=3C4=C(NC3C=C2)[C@H](CC4)CC(=O)OC4[C@@H]([C@H]([C@@H]([C@H](O4)C(=O)OCC=C)O)O)O)C=C1)C(F)(F)F allyl (2S,3S,4S,5R)-6-(2-((R)-7-((4-cyclopentyl-3-(trifluoromethyl)benzyl)oxy)-1,2,3,4-tetrahydrocyclopenta[b]indol-3-yl)acetoxy)-3,4,5-trihydroxytetrahydro-2H-pyran-2-carboxylate